N-(4-(piperazin-1-yl)-pyridin-2-yl)-5-(1H-pyrazol-4-yl)thiazolo-[5,4-b]pyridin-2-amine N1(CCNCC1)C1=CC(=NC=C1)NC=1SC2=NC(=CC=C2N1)C=1C=NNC1